[Pd](Cl)Cl.N1=CC=CC=C1 (pyridine) palladium dichloride